NC1=C(C=C(C=C1)C)C1=NC=2C(=NC=CC2C2=CC(=C(CNC(=O)C3=NC(=NO3)C(C)(C)C)C=C2)F)N1 N-(4-(2-(2-amino-5-methylphenyl)-3H-imidazo[4,5-b]pyridin-7-yl)-2-fluorobenzyl)-3-(tert-butyl)-1,2,4-oxadiazole-5-carboxamide